ClC1=NC(=C(C(C1)=O)Cl)C 2,5-Dichloro-6-methylpyridin-4(3H)-one